[4-(5-aminoisoxazol-3-yl)-1-piperidyl]-[2-bromo-4-(trifluoromethyl)phenyl]methanone NC1=CC(=NO1)C1CCN(CC1)C(=O)C1=C(C=C(C=C1)C(F)(F)F)Br